COC1=CC=C(C=C1)C[C@@H](C(=O)O)NC([C@H](C)NCCN1C=COC=CC1=O)=O (S)-3-(4-methoxyphenyl)-2-((S)-2-((2-(5-oxo-1,4-oxazepin-4-yl)ethyl)amino)propionamido)propanoic acid